4,4-bis(4'-hydroxy-3'-methyl-phenyl)pentanoic acid OC1=C(C=C(C=C1)C(CCC(=O)O)(C)C1=CC(=C(C=C1)O)C)C